N1-(4-(2,6-dimethylmorpholino)-3-fluorophenyl)cyclohexane-1,4-diamine CC1OC(CN(C1)C1=C(C=C(C=C1)NC1CCC(CC1)N)F)C